tert-Butyl (6-methyl-5-(methyl(phenyl)carbamoyl)pyridin-2-yl)carbamate CC1=C(C=CC(=N1)NC(OC(C)(C)C)=O)C(N(C1=CC=CC=C1)C)=O